2-chloro-4-phenylbenzo[4,5]furo[3,2-D]pyrimidine ClC=1N=C(C2=C(N1)C1=C(O2)C=CC=C1)C1=CC=CC=C1